O1CCN(CC1)CCCCN1N=CC=CC1=O 2-(4-morpholinobutyl)pyridazin-3(2H)-one